COC=1C=CC=2C3=C(N(C2C1)C)C(N(N=C3)CC3=CC(=CC=C3)[N+](=O)[O-])=O 7-methoxy-5-methyl-3-(3-nitrobenzyl)-3,5-dihydro-4H-pyridazino[4,5-b]indol-4-one